COC1=C2C(CC(OC2=CC(=C1)OC)C1=CC=C(C=C1)OC)=O 5,7,4'-trimethoxyflavanone